(2R)-2-(1-(1-(2,6-dioxopiperidin-3-yl)-3-methyl-2-oxo-2,3-dihydro-1H-benzo[d]imidazol-5-yl)piperidin-4-yl)propanoic acid O=C1NC(CCC1N1C(N(C2=C1C=CC(=C2)N2CCC(CC2)[C@H](C(=O)O)C)C)=O)=O